N,N-bis(tert-butoxycarbonyl)-6-chloro-7-iodoquinazolin-2-amine C(C)(C)(C)OC(=O)N(C1=NC2=CC(=C(C=C2C=N1)Cl)I)C(=O)OC(C)(C)C